L-theanine maleate C(\C=C/C(=O)O)(=O)O.N[C@@H](CCC(=O)NCC)C(=O)O